NC=1C(=NC2=CC=C(C=C2N1)CN(C(=O)C=1C=NC(=CC1)C(F)(F)F)C1=CC=CC=2CCS(C21)(=O)=O)C N-[(3-amino-2-methylquinoxalin-6-yl)methyl]-N-(1,1-dioxo-2,3-dihydro-1λ6-benzothiophen-7-yl)-6-(trifluoromethyl)pyridine-3-carboxamide